phosphovanadium molybdenum [Mo].P(=O)(=O)[V]